C1(=CC=CC=C1)C1=NC(=NC(=N1)C1=CC=CC=C1)C=1C(=C(C(=C(C#N)C1)C1=CC=CC=C1)N1C=2C=CC=CC2C=2C=C3C(=CC12)SC1=C3C=CC=C1)N1C=3C=CC=CC3C=3C=C2C(=CC13)SC1=C2C=CC=C1 5-(4,6-diphenyl-1,3,5-triazin-2-yl)-3,4-bis(benzothieno[2,3-b]carbazol-7-yl)-2-phenylbenzonitrile